C(C1=C(C(=O)[O-])C(C(=O)[O-])=C(C(=O)[O-])C(C(=O)[O-])=C1C(=O)[O-])(=O)OCCCCOC=C.C(C1=C(C(=O)[O-])C(C(=O)[O-])=C(C(=O)[O-])C(C(=O)OCCCCOC=C)=C1C(=O)[O-])(=O)[O-].C(C1=C(C(=O)[O-])C(C(=O)OCCCCOC=C)=C(C(=O)[O-])C(C(=O)[O-])=C1C(=O)[O-])(=O)[O-] 1,3,5-tris(4-vinyloxybutyl) trimellitate